CC(C)(C)S(=O)(=O)NC=1SC=C(N1)C(C(=O)NC1=CC=C(C=C1)C=1C=NC=CC1)(C)C 2-(2-((1,1-dimethylethyl)sulfonamido)thiazol-4-yl)-2-methyl-N-(4-(pyridin-3-yl)phenyl)propanamide